3-bromo-4-[4-(trifluoromethyl)-1H-imidazol-2-yl]benzonitrile BrC=1C=C(C#N)C=CC1C=1NC=C(N1)C(F)(F)F